C(C)(C)(C)OC(=O)N1C[C@H](CC1)[C@@H](C(=O)OC(C)(C)C)CC1=CC(=CC=C1)S(NCC1=CC2=C(OCO2)C=C1)(=O)=O (R)-3-((S)-3-(3-(N-(benzo[d][1,3]dioxol-5-ylmethyl)sulfamoyl)phenyl)-1-(tert-butoxy)-1-oxopropan-2-yl)pyrrolidine-1-carboxylic acid tert-butyl ester